NC=1C=C(C=C(C1)C(F)(F)F)[C@@H](C)NC1=NC(=NC2=CC(=C(C=C12)OCCOC([2H])([2H])[2H])OC)C (R)-N-(1-(3-amino-5-(trifluoromethyl)phenyl)ethyl)-7-methoxy-6-(2-(methoxy-d3)ethoxy)-2-methyl-quinazolin-4-amine